2,6-di-tert-butyl-9-fluorenylmethyl carbamate C(N)(OCC1C2=CC=C(C=C2C=2C=CC(=CC12)C(C)(C)C)C(C)(C)C)=O